BrC1=CC=C(S1)\C(\C)=N\[S@@](=O)C(C)(C)C (S,E)-N-(1-(5-bromothiophen-2-yl)ethylidene)-2-methylpropane-2-sulfinamide